2-(((1s,3s)-3-hydroxycyclobutyl)amino)-8-(isopropylamino)pyrido[3,4-d]pyrimidine-6-carbonitrile OC1CC(C1)NC=1N=CC2=C(N1)C(=NC(=C2)C#N)NC(C)C